3,8,10-trifluoro-5H,6H,11H-benzo[a]carbazole-6-carbaldehyde FC1=CC2=C(C=3NC4=C(C=C(C=C4C3C(C2)C=O)F)F)C=C1